N-(1H-indol-5-yl)pyrido[3,4-b]pyrazin-5-amine N1C=CC2=CC(=CC=C12)NC1=NC=CC=2C1=NC=CN2